2-methoxy-4-(1-(4-(trifluoromethoxy)phenyl)-1H-1,2,4-triazol-3-yl)benzoic acid methyl ester COC(C1=C(C=C(C=C1)C1=NN(C=N1)C1=CC=C(C=C1)OC(F)(F)F)OC)=O